COC1=CC(=CC2=C1N(N=N2)C)CCC(=O)O.NC2=C(C(=O)NC1=NC(=NC(=C1)C)N1CCC(CC1)(F)F)C(=CC(=C2)Br)N2CCC1(CC1)CC2 2-amino-4-bromo-N-(2-(4,4-difluoropiperidin-1-yl)-6-methylpyrimidin-4-yl)-6-(6-azaspiro[2.5]oct-6-yl)benzamide 3-(7-methoxy-1-methyl-1H-benzo[d][1,2,3]triazol-5-yl)propanoate